(1R,2S,5S)-3-((S)-2-(2-chloro-2,2-difluoroacetylamino)-3,3-dimethylbutyryl)-N-((S)-1-cyano-2-((S)-2-oxopyrrolidin-3-yl)ethyl)-6,6-dimethyl-3-azabicyclo[3.1.0]hexane-2-carboxamide ClC(C(=O)N[C@H](C(=O)N1[C@@H]([C@H]2C([C@H]2C1)(C)C)C(=O)N[C@@H](C[C@H]1C(NCC1)=O)C#N)C(C)(C)C)(F)F